2-(((4-Methoxycyclohexyl)thio)methyl)-8-methylquinazolin-4(3H)-one COC1CCC(CC1)SCC1=NC2=C(C=CC=C2C(N1)=O)C